OC=1C=C(C=CC1)\C=C\C(=O)C1=CC=C(C=C1)OC 3-hydroxy-4'-methoxychalcone